ETHYLTRIETHOXY-SILANE C(C)[Si](OCC)(OCC)OCC